tert-butyl 2,5-dihydro-1H-pyrrole-1-carboxylate N1(CC=CC1)C(=O)OC(C)(C)C